ClC=1C=C2C=3C(=NC(N(C3C1)C=1C(=NC=CC1)C)=O)N(C2)C(C2=CC=CC=C2)=O 7-chloro-4-benzoyl-1-(2-methylpyridin-3-yl)-4,5-dihydropyrrolo[2,3,4-de]quinazolin-2(1H)-one